3-methoxy-N-methyl-4-{[3-(4-{[(1R,4R)-4-(4-methane-sulfonylpiperidin-1-yl)cyclohexyl]amino}-1-(2,2,2-trifluoroethyl)-1H-indol-2-yl)prop-2-yn-1-yl]amino}benzamide COC=1C=C(C(=O)NC)C=CC1NCC#CC=1N(C2=CC=CC(=C2C1)NC1CCC(CC1)N1CCC(CC1)S(=O)(=O)C)CC(F)(F)F